C(C)(C)(C)C1=CC=C(C=C1)C=1C2=C(C=NC1)C(=CN2)C(=O)O 7-(4-(tert-Butyl)phenyl)-1H-pyrrolo[3,2-c]pyridine-3-carboxylic acid